N[C@H](C(=O)N1C(CC(C1)O)C(=O)NCC1=CC=C(C=C1)C1=C(N=CS1)C)C(C)(C)C ((S)-2-amino-3,3-dimethylbutanoyl)-4-hydroxy-N-(4-(4-methylthiazol-5-yl)benzyl)pyrrolidine-2-carboxamide